pyridinethiol-1-oxide [N+]=1(C(=CC=CC1)S)[O-]